(S)-1-(4-bromobenzyl)-N-(3-(3-bromophenyl)-1-(methylamino)-1-oxopropan-2-yl)-3-phenyl-1H-pyrazole-5-carboxamide BrC1=CC=C(CN2N=C(C=C2C(=O)N[C@H](C(=O)NC)CC2=CC(=CC=C2)Br)C2=CC=CC=C2)C=C1